phospho-D-tyrosine P(=O)(O)(O)OC1=CC=C(C[C@@H](N)C(=O)O)C=C1